3-dodecyl-1-(4-vinylbenzyl)-1H-1,2,4-triazole C(CCCCCCCCCCC)C1=NN(C=N1)CC1=CC=C(C=C1)C=C